N[C@@H](C(=O)NC=1C=NC(=C(C1)C)C1=C2C(=NC=C1)NC(=C2)C)CC(C)(C)C (2R)-2-Amino-4,4-dimethyl-N-[5-methyl-6-(2-methyl-1H-pyrrolo[2,3-b]pyridin-4-yl)-3-pyridyl]pentanamide